FC1=C(OC2=CC=C(C=C2)C=2N=C(N3C2C(=NC=C3)C)[C@H]3N(CCC3)C(C=C)=O)C=CC=C1OC (S)-1-(2-(1-(4-(2-fluoro-3-methoxyphenoxy)phenyl)-8-methylimidazo[1,5-a]pyrazin-3-yl)pyrrolidin-1-yl)prop-2-en-1-one